8-hydroxy-9-methyl-2,3-dihydro-1H-phenalen-1-one OC=1C=C2C=CC=C3CCC(C(C1C)=C32)=O